C(=O)O.ClC1=CC=C(C(=C1O)C=1N=NC(=C2C1N=CC=C2)N[C@H]2CN(CCC2)C)F 6-chloro-3-fluoro-2-(5-{[(3R)-1-methylpiperidin-3-yl]amino}pyrido[2,3-d]pyridazin-8-yl)phenol formate salt